FC(C=1C=C2C(=CNC2=CC1)NC(OC(C)(C)C)=O)F tert-butyl (5-(difluoromethyl)-1H-indol-3-yl)carbamate